FC=1C=C2CN(CC2=CC1)C1=NC=CC(=N1)C1=CC=CC(=N1)C#CC=1C=C2C=NNC2=CC1 5-((6-(2-(5-fluoroisoindolin-2-yl)pyrimidin-4-yl)pyridin-2-yl)ethynyl)-1H-indazole